C1(CC1)COC1=CC(=C(C(=C1)F)C(CC)N1C[C@@H](N(C[C@H]1CC)C=1C2=C(N(C(N1)=O)C)C=CC(=N2)C#N)C)F 4-((2S,5R)-4-(1-(4-(cyclopropylmethoxy)-2,6-difluorophenyl)propyl)-5-ethyl-2-methylpiperazin-1-yl)-1-methyl-2-oxo-1,2-dihydropyrido[3,2-d]Pyrimidine-6-carbonitrile